(S)-4-amino-N-(5-bromo-6-methyl-2,3-dihydrobenzofuran-3-yl)-7-fluoro-N-methylimidazo[1,5-a]quinoxaline-8-carboxamide NC=1C=2N(C3=CC(=C(C=C3N1)F)C(=O)N(C)[C@@H]1COC3=C1C=C(C(=C3)C)Br)C=NC2